C(C)(C)(C)N1C(N=CC2=C1CC[SH+]2=O)Cl N-tert-butyl-2-chloro-5-oxo-6,7-dihydrothieno[3,2-d]pyrimidin-5-ium